N=1N=C(N2C1C=CC=C2)[C@@H]2C[C@@H](CCC2)NC2=NC=C(C(=N2)OC2(COC2)C)C(F)(F)F N-((1R,3S)-3-([1,2,4]triazolo[4,3-a]pyridin-3-yl)cyclohexyl)-4-((3-methyloxetan-3-yl)oxy)-5-(trifluoromethyl)pyrimidin-2-amine